O=C1N(CCC(N1)=O)C1=C(C=C(OCC(=O)O)C=C1)C 2-[4-(2,4-dioxohexahydropyrimidin-1-yl)-3-methyl-phenoxy]acetic acid